tert-butyl (2-(4-(3-isopropyl-4-oxo-7-(1-(tetrahydro-2H-pyran-2-yl)-1H-pyrazol-4-yl)-3,4-dihydroimidazo[2,1-f][1,2,4]triazin-2-yl)-1H-pyrazol-1-yl)ethyl)carbamate C(C)(C)N1C(=NN2C(C1=O)=NC=C2C=2C=NN(C2)C2OCCCC2)C=2C=NN(C2)CCNC(OC(C)(C)C)=O